[N+](=O)([O-])C=1C=C(C=CC1)NN=C(C(=O)C1=CC=CC=C1)C(C)=O 2-(2-(3-nitrophenyl)hydrazono)-1-phenylbutane-1,3-dione